2-ethyl-N-(2-ethylhexyl)-N-((3-phenyl-1H-pyrazol-1-yl)methyl)hexan-1-amine C(C)C(CN(CN1N=C(C=C1)C1=CC=CC=C1)CC(CCCC)CC)CCCC